FC1=C(C=C(C=C1C)N1N=C2C(C(N(CC2)C(=O)[O-])C)=C1N1C(N(C=C1)C=1C=C2C=NN(C2=CC1)CCOC)=O)C 2-(4-fluoro-3,5-dimethylphenyl)-3-[3-[1-(2-methoxyethyl)indazol-5-yl]-2-oxoimidazol-1-yl]-4-methyl-6,7-dihydro-4H-pyrazolo[4,3-c]pyridine-5-carboxylate